CNC(C1=NC=C(C=C1)N1CCN(CC1)CC1=NC=2NC(N(C(C2N1)=O)C)=O)=O N-methyl-5-(4-((1-methyl-2,6-dioxo-2,3,6,7-tetrahydro-1H-purin-8-yl)methyl)piperazin-1-yl)picolinamide